ClC=1C=2N(C=C(C1)C(F)(F)F)C(=NN2)C(C)NC(=O)[C@@H]2N(C[C@H](C2)O)C([C@@H](C(C)(C)C)N2N=NC(=C2)C2CC2)=O (2R,4S)-N-[1-[8-chloro-6-(trifluoromethyl)-[1,2,4]triazolo[4,3-a]pyridin-3-yl]ethyl]-1-[(2R)-2-(4-cyclopropyltriazol-1-yl)-3,3-dimethyl-butyryl]-4-hydroxy-pyrrolidine-2-carboxamide